bis{4-(3-aminophenoxy) phenyl} sulfoxide NC=1C=C(OC2=CC=C(C=C2)S(=O)C2=CC=C(C=C2)OC2=CC(=CC=C2)N)C=CC1